CN(C=NC1=C(C=CC=C1)Cl)C N,N-dimethyl-N'-(2-chlorophenyl)formamidine